C(CC)OC=1C2=CC=CC=C2C(=C2CC=CCC12)OCCC 9,10-di-n-propoxy-1,4-dihydroanthracene